3-phenyl-1-(thiophen-2-yl)prop-2-en-1-one C1(=CC=CC=C1)C=CC(=O)C=1SC=CC1